(R)-3-(3-Aminospiro[indolin-2,4'-piperidin]-1'-yl)-6-((2,3-dichlorophenyl)thio)pyrazin-2(1H)-on N[C@@H]1C2=CC=CC=C2NC12CCN(CC2)C=2C(NC(=CN2)SC2=C(C(=CC=C2)Cl)Cl)=O